N,N-dioctadecylhydroxylamine C(CCCCCCCCCCCCCCCCC)N(O)CCCCCCCCCCCCCCCCCC